C(C)C1C(CNCC1)C=1OC(=CN1)C=1C=NC(=CC1)OC 2-(4-ethyl-3-piperidyl)-5-(6-methoxy-3-pyridyl)oxazole